8-bromo-2-(2-chlorophenyl)-3,6-dimethylquinazolin-4(3H)-one BrC=1C=C(C=C2C(N(C(=NC12)C1=C(C=CC=C1)Cl)C)=O)C